C(C)OC1=NC=CC=C1C=1C(=C(C(=O)N[C@H]2CNCC2)C(=CC1)N1[C@@H](CN(CC1)C(C1=C(C=C(C=C1)F)C(F)(F)F)=O)CC)F 3-(2-ethoxypyridin-3-yl)-6-[(2R)-2-ethyl-4-[4-fluoro-2-(trifluoromethyl)benzoyl]piperazin-1-yl]-2-fluoro-N-[(3R)-pyrrolidin-3-yl]benzamide